5-(3-chloro-4-methylphenyl)-1,3-cyclohexanedione ClC=1C=C(C=CC1C)C1CC(CC(C1)=O)=O